(S)-3-(5-fluoro-2',6'-dimethylbiphenyl-3-yl)-3-(3-(4-hydroxy-1-methyl-2-oxo-1,2-dihydropyridin-3-yl)ureido)propanoic acid ethyl ester C(C)OC(C[C@H](NC(=O)NC=1C(N(C=CC1O)C)=O)C=1C=C(C=C(C1)F)C1=C(C=CC=C1C)C)=O